5-(2-((S)-2-Methylazetidin-1-yl)-6-(trifluoromethyl)pyrimidin-4-yl)-5-azaspiro[2.4]heptane-1-carboxylic acid ethyl ester C(C)OC(=O)C1CC12CN(CC2)C2=NC(=NC(=C2)C(F)(F)F)N2[C@H](CC2)C